4,5-bis(di-tert-butylphosphino)-9,9-dimethylxanthene C(C)(C)(C)P(C1=CC=CC=2C(C3=CC=CC(=C3OC12)P(C(C)(C)C)C(C)(C)C)(C)C)C(C)(C)C